4-amino-3-[6-(4-benzoylphenyl)pyridine-3-ylazo]naphthalene-1-sulfonic acid NC1=C(C=C(C2=CC=CC=C12)S(=O)(=O)O)N=NC=1C=NC(=CC1)C1=CC=C(C=C1)C(C1=CC=CC=C1)=O